5-((5-((4-Chlorophenyl)difluoromethyl)-1,2,4-oxadiazol-3-yl)methyl)isobenzofuran-1(3H)-one ClC1=CC=C(C=C1)C(C1=NC(=NO1)CC=1C=C2COC(C2=CC1)=O)(F)F